ClC=1C(N(C(C1Cl)O)C(C)C1=CC=CC=C1)=O 3,4-dichloro-5-hydroxy-1-(1-phenylethyl)-1H-pyrrol-2(5H)-one